N2-cyclopropyl-N4-(6-(difluoromethoxy)pyridin-3-yl)-5-nitropyrimidine-2,4-diamine C1(CC1)NC1=NC=C(C(=N1)NC=1C=NC(=CC1)OC(F)F)[N+](=O)[O-]